C1=NC(=C2C(=N1)N(C=N2)[C@H]3[C@@H]([C@H](O3)COP(=O)([O-])[O-])CO)N The molecule is an organophosphate oxoanion resulting from the removal of both of the protons from the dihydrogen phosphate group of oxetanocin A 4-(dihydrogen phosphate). It is a conjugate acid of an oxetanocin A 4-(dihydrogen phosphate).